C(C1=CC=CC=C1)N1CCC(CC1)[C@@H](CNC(=O)N1[C@@H](CN(CC1)C1=CC(=C(C=C1)F)C#N)C)O (2R)-N-[(2S)-2-(1-benzylpiperidin-4-yl)-2-hydroxyethyl]-4-(3-cyano-4-fluorophenyl)-2-methylpiperazine-1-carboxamide